4-Bromo-2-(phenylamino)benzonitrile BrC1=CC(=C(C#N)C=C1)NC1=CC=CC=C1